C1(=CC=CC=C1)[C@@H]1[C@H](C1)NC(=O)[C@@H]1CN(C[C@H]1C(=O)N[C@@H]1[C@H](C1)C1=CC=CC=C1)C(C1=CC=C(C=C1)C(=O)N1C[C@H](OCC1)C(NCCCCCCCCCCCCCC)=O)=O (3S,4S)-N3,N4-bis((1S,2R)-2-phenylcyclopropyl)-1-(4-((S)-2-(tetradecylcarbamoyl)morpholine-4-carbonyl)benzoyl)pyrrolidine-3,4-dicarboxamide